(R)-3-hydroxy-N,N-dimethyl-3-(thiophen-2-yl)propionamide O[C@H](CC(=O)N(C)C)C=1SC=CC1